(2R,4R)-tert-butyl-2-((4-(tert-butyl)phenyl)(2-((3-methoxypropyl)amino)-2-oxo-1-(pyridin-3-yl)ethyl)carbamoyl)-4-hydroxypyrrolidine-1-carboxylate C(C)(C)(C)OC(=O)N1[C@H](C[C@H](C1)O)C(N(C(C(=O)NCCCOC)C=1C=NC=CC1)C1=CC=C(C=C1)C(C)(C)C)=O